C(C)(=O)N1CCN(CC1)C1=CC=C(O[C@@H]2CN(CC2)CC(=O)N2[C@@H](CCC2)C#N)C=C1 (S)-1-(2-((S)-3-(4-(4-Acetylpiperazin-1-yl)phenoxy)pyrrolidin-1-yl)acetyl)pyrrolidin-2-carbonitril